(2R,3R,11aS)-2-hydroxy-3-[(1E,3S,6Z)-3-hydroxy-1,6-octadien-1-yl]-1,2,3,3a,4,5,6,11a-octahydrobenzo[b]cyclopenta[g]oxocine-9-carboxylic acid O[C@@H]1C[C@H]2C(CCCC3=C(O2)C=C(C=C3)C(=O)O)[C@H]1\C=C\[C@H](CC\C=C/C)O